ClC1=C(OCC(C)OC2=NC=3N(C(N(C(C3N2C)=O)C)=O)C)C=CC(=C1)OC 8-((1-(2-chloro-4-methoxyphenoxy)propan-2-yl)oxy)-1,3,7-trimethyl-3,7-dihydro-1H-purine-2,6-dione